N[C@@H](C(=O)NC1=C(C(=C(C=C1)C1=C2C(=NC=C1)NC(=C2)C(F)(F)F)C)F)CC(C)(C)C (2R)-2-Amino-N-[2-fluoro-3-methyl-4-[2-(trifluoromethyl)-1H-pyrrolo[2,3-b]pyridin-4-yl]phenyl]-4,4-dimethyl-pentanamide